CS(=O)(=O)OCC1=C(C=CC(=C1)F)O[C@H](CNC(=O)OC(C)(C)C)C (S)-2-((1-((tert-butoxycarbonyl) amino) propan-2-yl) oxy)-5-fluorobenzyl methanesulfonate